CC1=C(C=C(C=C1)NC(=O)C1=NC=CC(=C1)C(F)(F)F)C1=CC2=C(N=C(N=C2)NC2=CC=NC=C2)N2C1=NCC2 N-(4-methyl-3-(2-(pyridin-4-ylamino)-8,9-dihydroimidazo[1',2':1,6]pyrido[2,3-d]pyrimidin-6-yl)phenyl)-4-(trifluoromethyl)pyridineamide